C1=CC=CC=2C3=CC=CC=C3C(C12)COC(=O)NC(C(=O)O)CCC1=CC(=C(C=C1)OC)C(NC)=O 2-((((9H-Fluoren-9-yl)methoxy)carbonyl)amino)-4-(4-methoxy-3-(methylcarbamoyl)phenyl)butanoic acid